4-([1,2,4]triazolo[4,3-a]pyridin-6-yl)-5-chloropyrimidine-2-carboxylic acid N=1N=CN2C1C=CC(=C2)C2=NC(=NC=C2Cl)C(=O)O